Cl.NC1CC(C1)(O)C (1s,3s)-3-amino-1-methylcyclobutane-1-ol hydrochloride